BIS(2-HEXYLDECYL) 7-(N-DECYL-4-(PYRROLIDIN-1-YL)BUTANAMIDO)TRIDECANEDIOATE C(CCCCCCCCC)N(C(CCCN1CCCC1)=O)C(CCCCCC(=O)OCC(CCCCCCCC)CCCCCC)CCCCCC(=O)OCC(CCCCCCCC)CCCCCC